(2-(2-(6,6-dimethyl-4,5,6,7-tetrahydro-1H-indazol-3-yl)-1H-indole-6-carbonyl)-1,2,3,4-tetrahydroisoquinolin-6-yl)piperidine-2,6-dione CC1(CCC=2C(=NNC2C1)C=1NC2=CC(=CC=C2C1)C(=O)N1CC2=CC=C(C=C2CC1)N1C(CCCC1=O)=O)C